CN1CC2=CC=C(C=C2C=C1)F 2-methyl-6-fluoroisoquinoline